NC1=C2C(=NC=N1)N(N=C2I)C(C)C=2OC(C1=CC=CC=C1C2C2=CC(=C(C=C2)Cl)C2OC(C(O2)(C)C)(C)C)=O (1-{4-amino-3-iodo-1H-pyrazolo[3,4-d]pyrimidin-1-yl}ethyl)-4-[4-chloro-3-(4,4,5,5-tetramethyl-1,3-dioxolan-2-yl)phenyl]-1H-isochromen-1-one